ONC(CCCCCN1C(N\C(\C1=O)=C/C1=CC2=CC=CC=C2C=C1)=O)=O (Z)-N-hydroxy-6-(4-(naphthalen-2-ylmethylene)-2,5-dioxoimidazolidin-1-yl)hexanamide